NC=1C=CC=C2CN(C(C12)=O)[C@@H](C)C1CC1 (S)-7-amino-2-(1-cyclopropylethyl)isoindolin-1-one